CC1=C2OC=3C(=CC(=CC3C(C2=CC=C1C)=O)S(=O)(=O)O)CC(=O)O 2-(5,6-dimethyl-9-oxo-2-sulfo-9H-xanthen-4-yl)acetic acid